CNC(=O)N1CCCCC1 N-methyl-piperidinecarboxamide